4-Bromo-N-(3,5-difluorobenzyl)oxazole-2-carboxamide BrC=1N=C(OC1)C(=O)NCC1=CC(=CC(=C1)F)F